4-[[3-(4-chloro-2,3-difluorophenyl)imidazo[1,2-a]pyrazin-8-yl]amino]-2-methyl-N-(2-piperidin-4-ylethyl)benzamide ClC1=C(C(=C(C=C1)C1=CN=C2N1C=CN=C2NC2=CC(=C(C(=O)NCCC1CCNCC1)C=C2)C)F)F